2,2-dimethyl-5-(2-phenylpropanoyl)-1,3-dioxane-4,6-dione CC1(OC(C(C(O1)=O)C(C(C)C1=CC=CC=C1)=O)=O)C